FC1(CC(C1)OC1=C(C=NN1COCC[Si](C)(C)C)[N+](=O)[O-])F 5-(3,3-difluorocyclobutoxy)-4-nitro-1-((2-(trimethylsilyl)ethoxy)methyl)-1H-pyrazole